FC=1C(=C(C=CC1)C=1CCCC2=C(C1C1=CC=C(C=C1)CC1CN(C1)CCCF)C=CC(=C2)C(=O)O)C=C 8-(3-fluoro-2-vinylphenyl)-9-(4-((1-(3-fluoropropyl)azetidin-3-yl)methyl)phenyl)-6,7-dihydro-5H-benzo[7]annulene-3-carboxylic acid